(S)-3-(2-amino-6-((1-(tert-butoxy)-1-oxohept-3-yl)amino)-5-(5-(2-cyanoprop-2-yl)-2-methoxybenzyl)pyrimidin-4-yl)propanoic acid NC1=NC(=C(C(=N1)CCC(=O)O)CC1=C(C=CC(=C1)C(C)(C)C#N)OC)N[C@H](CC(=O)OC(C)(C)C)CCCC